C(C)(C)(C)NS(=O)(=O)C=1C=NC=CC1 N-t-butylpyridine-3-sulfonamide